COC=1C=C2C(=NC=NC2=CC1OC)C#C[Si](C(C)C)(C(C)C)C(C)C 6,7-Dimethoxy-4-((triisopropylsilyl)ethynyl)quinazoline